N-hexyl-2-propylheptanamide C(CCCCC)NC(C(CCCCC)CCC)=O